N-(4-methoxybenzyl)-2-(5-methylpyridin-3-yl)benzo[d]thiazole-6-carboxamide COC1=CC=C(CNC(=O)C2=CC3=C(N=C(S3)C=3C=NC=C(C3)C)C=C2)C=C1